ClC1=C(C=C2C(=NC(N3C2=C1SC[C@@H]3COCOC)=O)N3[C@H](CN(CC3)C(=O)OC(C)(C)C)C)C(F)(F)F (S)-tert-butyl 4-((S)-10-chloro-3-((methoxymethoxy)methyl)-5-oxo-9-(trifluoromethyl)-3,5-dihydro-2H-[1,4]thiazino[2,3,4-ij]quinazolin-7-yl)-3-methylpiperazine-1-carboxylate